FC=1C(=C(C=C(C1)CC(C)C)N1CCN(CC1)C(=O)C1=NC=CC=C1)C=1N=NNN1 [4-[3-fluoro-5-isobutyl-2-(2H-tetrazol-5-yl)phenyl]piperazin-1-yl]-(2-pyridyl)meth-anone